3-(1-cyclohexyl-3-cyclopropyl-1H-pyrazol-5-yl)-1-isopropyl-1H-pyrazolo[3,4-d]pyrimidin-4-amine C1(CCCCC1)N1N=C(C=C1C1=NN(C2=NC=NC(=C21)N)C(C)C)C2CC2